ClC1=C(C=CC=C1)[C@H]1[C@@H](CN(C1)C)NC(=O)C=1C=C2C(=NC1)NN=C2C2=CC(=NC=C2)C N-((3S,4R)-4-(2-chlorophenyl)-1-methylpyrrolidin-3-yl)-3-(2-methylpyridin-4-yl)-1H-pyrazolo[3,4-b]pyridine-5-amide